ClC1=CC2=C(N=C(S2)C(CCCC2=C(C=CC(=C2)OC)S(=O)(=O)N)CCC)C=C1 (4-(6-Chlorobenzo[d]thiazol-2-yl)heptyl)-4-methoxybenzenesulfonamide